C1(CC1)COC1=C(C=C(C=C1)S(=O)(=O)C)C=1C=C(C(N(C1)C)=O)OC=1C=NN(C1)C 5-[2-(cyclopropylmethoxy)-5-methylsulfonylphenyl]-1-methyl-3-(1-methylpyrazol-4-yl)oxypyridin-2-one